1-Cyclopropyl-3-(2-(methoxy-d3)-3-nitrophenyl)-1H-1,2,4-triazole C1(CC1)N1N=C(N=C1)C1=C(C(=CC=C1)[N+](=O)[O-])OC([2H])([2H])[2H]